C1(CC1)C#CC1=NN=C(S1)NC(=O)C=1C=NC(=CC1C1=CC(=NC=C1OC)C(F)F)N1CCN(C2(CC2)C1=O)C N-(5-(cyclopropylethynyl)-1,3,4-thiadiazol-2-yl)-2'-(difluoromethyl)-5'-methoxy-6-(4-methyl-8-oxo-4,7-diazaspiro[2.5]octane-7-yl)-[4,4'-bipyridine]-3-carboxamide